1-cyclopropyl-N-[3-[3,3-difluoro-1-(4-methyl-1,2,4-triazol-3-yl)cyclobutyl]phenyl]-5-[[(3S)-3-methylpiperidin-1-yl]methyl]-2-oxopyridine-3-carboxamide Isobutyl-chloroformate C(C(C)C)OC(=O)Cl.C1(CC1)N1C(C(=CC(=C1)CN1C[C@H](CCC1)C)C(=O)NC1=CC(=CC=C1)C1(CC(C1)(F)F)C1=NN=CN1C)=O